[3-Fluoro-4-(3-{[(3S)-9-fluoro-2-oxo-5-phenyl-1,3-dihydro-1,4-benzodiazepin-3-yl]carbamoyl}pyrazolo[1,5-a]pyrimidin-2-yl)phenyl]methyl (2R)-2-aminopropanoate hydrochloride Cl.N[C@@H](C(=O)OCC1=CC(=C(C=C1)C1=NN2C(N=CC=C2)=C1C(N[C@@H]1C(NC2=C(C(=N1)C1=CC=CC=C1)C=CC=C2F)=O)=O)F)C